diphenyl-(2,4,6-trimethylbenzoyl)-phosphorus C1(=CC=CC=C1)P(C(C1=C(C=C(C=C1C)C)C)=O)C1=CC=CC=C1